2,2-difluoro-N-(5-methyl-2'-morpholino-6'-(2-((tetrahydro-2H-pyran-2-yl)oxy)ethoxy)-[4,4'-bipyridin]-2-yl)benzo[d][1,3]dioxole-5-carboxamide FC1(OC2=C(O1)C=CC(=C2)C(=O)NC2=NC=C(C(=C2)C2=CC(=NC(=C2)OCCOC2OCCCC2)N2CCOCC2)C)F